NC1=C(C=2C(=NC=C(C2S1)F)C=1C2=C(C=3C=NC(=NC3C1F)OC[C@H]1N(C[C@@H](C1)O)C)COC2)C#N 2-Amino-7-fluoro-4-[5-fluoro-3-[[(2S,4R)-4-hydroxy-1-methyl-pyrrolidin-2-yl]methoxy]-7,9-dihydrofuro[3,4-f]quinazolin-6-yl]thieno[3,2-c]pyridine-3-carbonitrile